(6aR)-N-((R)-sec-butyl)-7-methyl-4,6,6a,7,8,9-hexahydroindolo[4,3-fg]quinoline-9-carboxamide [C@@H](C)(CC)NC(=O)C1CN([C@@H]2CC=3C4=C(C2=C1)C=CC=C4NC3)C